O1-benzyl O2-methyl (2S,4S)-4-[[6-[3-[(2R)-3-[tert-butoxycarbonyl(methyl)amino]-2-ethoxy-propyl]-2-methyl-imidazo[4,5-c]pyridin-4-yl]-2-pyridyl]amino]pyrrolidine-1,2-dicarboxylate C(C)(C)(C)OC(=O)N(C[C@@H](CN1C(=NC2=C1C(=NC=C2)C2=CC=CC(=N2)N[C@H]2C[C@H](N(C2)C(=O)OCC2=CC=CC=C2)C(=O)OC)C)OCC)C